COC(CNC(=O)C1=NC=C(C=C1O)C1=CC(=CC=C1)Cl)=O {[5-(3-Chloro-phenyl)-3-hydroxy-pyridine-2-carbonyl]-amino}acetic acid methyl ester